C(C)N1N=C(C(=C1C)C=1C=NN2C1C=C(C=C2)C2=CC(=CO2)C(=O)OCC)C ethyl 5-[3-(1-ethyl-3,5-dimethyl-pyrazol-4-yl)pyrazolo[1,5-a]pyridin-5-yl]furan-3-carboxylate